N-carbamoyl-l-lysine C(N)(=O)N[C@@H](CCCCN)C(=O)O